7-amino-1-(1-ethyl-4-piperidyl)-3-(2-fluoro-6-methyl-phenyl)-4H-pyrimido[4,5-d]pyrimidin-2-one NC1=NC=C2C(=N1)N(C(N(C2)C2=C(C=CC=C2C)F)=O)C2CCN(CC2)CC